N-[4-(ethyl-isopropyl-amino)-phenyl]-2-(1-methyl-1H-tetrazol-5-ylsulfanyl)-5-nitro-benzamide C(C)N(C1=CC=C(C=C1)NC(C1=C(C=CC(=C1)[N+](=O)[O-])SC1=NN=NN1C)=O)C(C)C